5-(4-((2-(2-cyclopropylacetamido)pyridin-4-yl)methyl)piperazin-1-yl)-N-methylpicolinamide C1(CC1)CC(=O)NC1=NC=CC(=C1)CN1CCN(CC1)C=1C=CC(=NC1)C(=O)NC